(S)-3-((((2-Acetyl-9-hydroxynaphtho[2,3-b]furan-4-yl)oxy)carbonyl)-amino)-2-aminopropionic Acid hydrochloride Cl.C(C)(=O)C1=CC2=C(O1)C(=C1C=CC=CC1=C2OC(=O)NC[C@@H](C(=O)O)N)O